N-((1R)-3-Cyano-3-azabicyclo[3.1.0]hexan-1-yl)-5-(4-((4-fluorophenyl)amino)pyridin-3-yl)thiazol-2-carboxamid C(#N)N1C[C@]2(CC2C1)NC(=O)C=1SC(=CN1)C=1C=NC=CC1NC1=CC=C(C=C1)F